N1C(=NC2=C1C=CC=C2)CNC2=NN(C1=NC(=CN=C12)C1CC1)CCOC N-[(1H-benzimidazol-2-yl)methyl]-6-cyclopropyl-1-(2-methoxyethyl)-1H-pyrazolo[3,4-b]pyrazin-3-amine